(3R,5R,8R,9S,10S,13S,14S,17R)-17-((1S,2S)-1-hydroxy-1-phenylpropan-2-yl)-10,13-dimethyl-3-(trifluoromethyl)hexadecahydro-1H-cyclopenta[a]phenanthren-3-ol O[C@@H]([C@@H](C)[C@H]1CC[C@H]2[C@@H]3CC[C@@H]4C[C@@](CC[C@@]4([C@H]3CC[C@]12C)C)(O)C(F)(F)F)C1=CC=CC=C1